(S)-3-(5-bromo-1-ethyl-2-(2-(1-methoxyethyl)-5-(pyridin-3-yloxy)pyridin-3-yl)-1H-indol-3-yl)-2,2-dimethylpropan-1-ol BrC=1C=C2C(=C(N(C2=CC1)CC)C=1C(=NC=C(C1)OC=1C=NC=CC1)[C@H](C)OC)CC(CO)(C)C